5-((2-aminoethyl)amino)-6-oxo-2-phenylpyrimidin NCCNC1=CN=C(NC1=O)C1=CC=CC=C1